CN(C1CCN(CC1)C1=C(C=C(C(=N1)OC)N)C)C 6-(4-(dimethylamino)piperidin-1-yl)-2-methoxy-5-methylpyridin-3-amine